N-((R)-1-(3-(1-(2-methoxyethyl)-1H-pyrazol-3-yl)-5-(1-(methoxymethyl)-1H-pyrazol-4-yl)phenyl)ethyl)-2-methyl-5-(((S)-1-methylazetidin-2-yl)methoxy)benzamide COCCN1N=C(C=C1)C=1C=C(C=C(C1)C=1C=NN(C1)COC)[C@@H](C)NC(C1=C(C=CC(=C1)OC[C@H]1N(CC1)C)C)=O